C(CCC)(=O)N1[C@H]([C@H](C(C1)(F)F)NS(=O)(=O)CC)CC=1C(=C(C=CC1)C1=CC(=CC=C1)F)F N-{(2S,3R)-1-butyryl-2-[(2,3'-difluoro[1,1'-biphenyl]-3-yl)methyl]-4,4-difluoropyrrolidin-3-yl}ethanesulfonamide